methyl 2-((4,4-difluorocyclohexyl)amino)-6-(3-methyl-1H-pyrazol-1-yl)pyrimidine-4-carboxylate FC1(CCC(CC1)NC1=NC(=CC(=N1)C(=O)OC)N1N=C(C=C1)C)F